C1(CC1)S(=O)(=O)C1=CC=C(C=C1)C1=NNC2=NC=C(C=C21)C=2C=CC1=C(CCC(CC1)N1[C@H](CCC1)C)C2 3-(4-(Cyclopropylsulfonyl)phenyl)-5-(7-((S)-2-methylpyrrolidin-1-yl)-6,7,8,9-tetrahydro-5H-benzo[7]annulen-2-yl)-1H-pyrazolo[3,4-b]pyridine